Cl.FC=1C=C(C(=O)N)C=CC1NC1CCOCC1 3-fluoro-4-((tetrahydro-2H-pyran-4-yl)amino)benzamide hydrochloride